ClC=1C=CC=C2C=CC=C(C12)N1CC=2N=C(N=C(C2CC1)N([C@@H]1C[C@H](C1)S(=O)(=O)CCO)C)OC[C@H]1N(CCC1)C 2-((trans-3-((7-(8-chloronaphthalen-1-yl)-2-(((S)-1-methylpyrrolidin-2-yl)methoxy)-5,6,7,8-tetrahydropyrido[3,4-d]pyrimidin-4-yl)(methyl)amino)cyclobutyl)sulfonyl)ethanol